5-Methoxy-1,8,10-triazatricyclo[7.4.0.02,7]trideca-2,4,6,8,10,12-hexaene-11-carboxylic acid COC1=CC=C2N3C=CC(=NC3=NC2=C1)C(=O)O